1-[(2R,4R)-5,5-bis(hydroxymethyl)-4-[(4-methoxyphenyl)diphenylmethoxy]oxolan-2-yl]-5-methyl-3H-pyrimidine-2,4-dione OCC1([C@@H](C[C@@H](O1)N1C(NC(C(=C1)C)=O)=O)OC(C1=CC=CC=C1)(C1=CC=CC=C1)C1=CC=C(C=C1)OC)CO